1-iodoethene IC=C